FC=1C(=C(C2=C(CN3[C@@H](CO2)CN(CC3)C(C=C)=O)C1)F)C1=C(C=CC=C1C)O 1-[(12aR)-8,10-Difluoro-9-(2-hydroxy-6-methylphenyl)-3,4,12,12a-tetrahydro-6H-pyrazino[2,1-c][1,4]benzoxazepin-2(1H)-yl]prop-2-en-1-one